COC(C1=NC(=CC=C1OCOC)CCCCCN1CCN(CC1)CC1=CC=CC=C1)=O 6-(5-(4-Benzylpiperazin-1-yl)pentyl)-3-(methoxymethoxy)picolinic acid methyl ester